2-methyl-benzothiophene CC=1SC2=C(C1)C=CC=C2